NC=1C=2N(C3=CC(=C(C=C3N1)F)C(=O)N([C@@H]1COC3=C1C=CC(=C3)C(F)(F)F)C)C=NC2 (S)-4-amino-7-fluoro-N-methyl-N-(6-(tri-fluoromethyl)-2,3-di-hydrobenzofuran-3-yl)-imidazo[1,5-a]quinoxaline-8-carboxamide